4-((2-cyanoprop-2-yl) amino)-1H-indole-1-carboxylate C(#N)C(C)(C)NC1=C2C=CN(C2=CC=C1)C(=O)[O-]